O[C@@H]1[C@H](O[C@H]([C@@H]1O)N1C2=NC(=NC(=C2N=C1)NCC1=NC=CC(=C1)C)C=1C=NC=CC1)C(=O)NC=C (2S,3S,4R,5R)-3,4-dihydroxyl-5-(6-(((4-methylpyridin-2-yl)methyl)amino)-2-(pyridin-3-yl)-9H-purin-9-yl)-N-vinyltetrahydrofuran-2-formamide